tert-butyl (S)-(1-(5-(4-(4-isopropylpiperazin-1-yl)phenyl)-3-methylthiophene-2-carbonyl)pyrrolidin-3-yl)carbamate C(C)(C)N1CCN(CC1)C1=CC=C(C=C1)C1=CC(=C(S1)C(=O)N1C[C@H](CC1)NC(OC(C)(C)C)=O)C